[C].[Si].[Ni] nickel-silicon carbon